ClC1=CC=C(CCC2(OC2)C(C)(C)C)C=C1 2-[(4-chlorophenethyl)]-2-tert-butyloxirane